C(C)(C)OC=1C=C2CCN(CC2=CC1N)C 6-isopropoxy-2-methyl-1,2,3,4-tetrahydroisoquinoline-7-amine